methyl 2-(2,2,5,7-tetrafluoro-3-oxo-6-(perfluorophenyl)-2,3-dihydro-4H-benzo[b][1,4]oxazin-4-yl)acetate FC1(C(N(C2=C(O1)C=C(C(=C2F)C2=C(C(=C(C(=C2F)F)F)F)F)F)CC(=O)OC)=O)F